The molecule is a glycosylgalactose consisting of beta-L-fucopyranose and D-galactopyranose residues joined in sequence by a (1->2) glycosidic bond. It derives from a beta-L-fucose and a D-galactopyranose. C[C@H]1[C@H]([C@H]([C@@H]([C@H](O1)O[C@@H]2[C@H]([C@H]([C@H](OC2O)CO)O)O)O)O)O